NC1(CCC1)C(=O)[O-] amino-cyclobutane-1-carboxylate